NC1(CCN(CC1)C1=NC(=C2C(=N1)NN=C2C2=C(C(=CC=C2)Cl)Cl)C#N)C2=CC=NC=C2 6-(4-amino-4-(pyridin-4-yl)piperidin-1-yl)-3-(2,3-dichlorophenyl)-1H-pyrazolo[3,4-d]pyrimidine-4-carbonitrile